1-(tert-butyl) 2-ethyl 3-amino-5-bromo-1H-pyrrolo[2,3-c]pyridine-1,2-dicarboxylate NC1=C(N(C2=CN=C(C=C21)Br)C(=O)OC(C)(C)C)C(=O)OCC